BrCCCCCCCCCCCC 1-bromododecane